ClC1=C(C=CC(=C1)C)C1=CC2=C(N(C=N2)CCCNS(=O)(=O)C)C(=C1)C(=O)O 5-(2-Chloro-4-methylphenyl)-1-(3-(methylsulfonamido)propyl)-1H-benzo[d]imidazole-7-carboxylic acid